tert-butyl 4-[4-[(Z)-tert-butylsulfinyliminomethyl]pyrazol-1-yl]piperidine-1-carboxylate C(C)(C)(C)S(=O)\N=C/C=1C=NN(C1)C1CCN(CC1)C(=O)OC(C)(C)C